S(=S)(=O)OCCC propyl thiosulfonate